C(C(C)C)(=O)OC(C(C)C)=O r-isobutyric anhydride